O-(5-nitro-1-((2-(trimethylsilyl)ethoxy)methyl)-1H-indazol-6-yl)-N-trityl-L-serine methyl ester COC([C@@H](NC(C1=CC=CC=C1)(C1=CC=CC=C1)C1=CC=CC=C1)COC1=C(C=C2C=NN(C2=C1)COCC[Si](C)(C)C)[N+](=O)[O-])=O